C(CCCCCCCC#CC)O 9-undecyn-1-ol